C(C=C)(=O)N[C@H]1CN(CCC1(F)F)CC1=CC(=NC=C1)C(=O)NC1=CC=C(C=C1)C1=CC2=C(N=CN=C2N2CCOCC2)N1 (S)-4-((3-acrylamido-4,4-difluoropiperidin-1-yl)methyl)-N-(4-(4-morpholino-7H-pyrrolo[2,3-d]pyrimidin-6-yl)phenyl)picolinamide